3-(5-(4-((3-(3,4-difluorophenyl)azetidin-1-yl)methyl)-3-fluoropyridin-2-yl)-1-oxoisoindolin-2-yl)piperidine-2,6-dione FC=1C=C(C=CC1F)C1CN(C1)CC1=C(C(=NC=C1)C=1C=C2CN(C(C2=CC1)=O)C1C(NC(CC1)=O)=O)F